BrC1=C(C(=NN1C1OCCCC1)C(=O)N1CCC(CC1)C(=O)NC1CCC(CC1)C)Cl 1-[5-bromo-4-chloro-1-(oxan-2-yl)pyrazole-3-carbonyl]-N-(4-methylcyclohexyl)piperidine-4-carboxamide